tert-butyl N-(6-bromo-[1,3]dioxolo[4,5-b]pyridin-5-yl)carbamate BrC=1C=C2C(=NC1NC(OC(C)(C)C)=O)OCO2